(1R,2S,3R,5R)-3-[4-amino-5-(1-methanesulfonylpyrazol-3-yl)pyrrolo[2,3-d]pyrimidin-7-yl]-5-[{{3-[(2-phenylethyl)amino]propyl}amino}methyl]cyclopentane-1,2-diol NC=1C2=C(N=CN1)N(C=C2C2=NN(C=C2)S(=O)(=O)C)[C@H]2[C@@H]([C@@H]([C@H](C2)CNCCCNCCC2=CC=CC=C2)O)O